α,α,α-trichlorotoluene ClC(C1=CC=CC=C1)(Cl)Cl